1-(2-(2-(3,4-Dichlorophenyl)-10,11-dihydro-5H-dibenzo[b,f]azepin-3-ylamino)ethyl)guanidine ClC=1C=C(C=CC1Cl)C1=CC2=C(NC3=C(CC2)C=CC=C3)C=C1NCCNC(=N)N